2-((2-formylphenoxy)methyl)benzoic acid C(=O)C1=C(OCC2=C(C(=O)O)C=CC=C2)C=CC=C1